1-(phenylsulfonyl)-4-(piperidin-4-yl-amino)-2,3-dihydro-1H-pyrrolo[2,3-b]pyridin-5-carbonitrile C1(=CC=CC=C1)S(=O)(=O)N1CCC=2C1=NC=C(C2NC2CCNCC2)C#N